COC1=C(C=C(C=C1)OC)C1(CN(C1)C(=O)OCCCC)O Butyl 3-(2,5-dimethoxyphenyl)-3-hydroxyazetidine-1-carboxylate